C(=O)=C1C(=C(C=NN1COCC[Si](C)(C)C)CCCCCCCCCCCCCCCCCCCCN)C(F)(F)F 6-carbonyl-5-(trifluoromethyl)-1-((2-(trimethylsilyl)ethoxy)methyl)-1,6-dihydropyridazine-4-Icosylamine